(S)-(3-(1-(8-amino-1-methylimidazo[1,5-a]pyrazin-3-yl)ethyl)-5-chloro-6-fluoro-2-isopropoxyphenyl)(4-methoxypiperidin-1-yl)methanone NC=1C=2N(C=CN1)C(=NC2C)[C@@H](C)C=2C(=C(C(=C(C2)Cl)F)C(=O)N2CCC(CC2)OC)OC(C)C